N-(4-fluoro-1-methyl-3-(trifluoromethyl)-1H-pyrazol-5-yl)-4-methylbenzamide FC=1C(=NN(C1NC(C1=CC=C(C=C1)C)=O)C)C(F)(F)F